FC=1C(=C(C=CC1)C1=C(C=CC=C1OC)SC1=C(C(=CC=C1)OC)C1=C(C(=CC=C1)F)C(F)(F)F)C(F)(F)F (3-fluoro-2-(trifluoromethyl)phenyl)m-methoxyphenylsulfide